N1(CCOCC1)C1=NC2=CC=CC=C2C=N1 (morpholin-4-yl)quinazolin